2-mesityl-5a,10b-dihydro-4H,6H-indeno[2,1-b][1,2,4]triazolo[4,3-d][1,4]oxazin-2-ium tetrafluoroborate F[B-](F)(F)F.C1(=C(C(=CC(=C1)C)C)[N+]=1N=C2N(C3C(OC2)CC2=CC=CC=C23)C1)C